methyl-3-(([1,2,4]triazolo[1,5-a]pyridine-5-carboxamido)methyl)-5-benzyl-4,5-dihydroisoxazole CC1C(=NOC1CC1=CC=CC=C1)CNC(=O)C1=CC=CC=2N1N=CN2